tert-butyl (1-(5-(2-(((3S,4R)-3-((tert-butyldimethylsilyl)oxy)tetrahydro-2H-pyran-4-yl)amino)-5-chloropyridin-4-yl)-1,2,4-thiadiazol-3-yl)-4-methylpiperidin-4-yl)carbamate [Si](C)(C)(C(C)(C)C)O[C@@H]1COCC[C@H]1NC1=NC=C(C(=C1)C1=NC(=NS1)N1CCC(CC1)(C)NC(OC(C)(C)C)=O)Cl